OC[C@H]1O[C@H]([C@@]2(CCO2)[C@@H]1O)N1C=C(C2=C1N=CN=C2OC)C2=NN(C=C2)C (4R,5R,7R,8R)-7-(hydroxymethyl)-5-(4-methoxy-5-(1-methyl-1H-pyrazol-3-yl)-7H-pyrrolo[2,3-d]pyrimidin-7-yl)-1,6-dioxaspiro[3.4]octane-8-ol